FC=1C=C(C=C2CCN(CC12)[C@H]1CCC2(CCC2)C1)C(=O)NO 8-fluoro-2-[(7S)-spiro[3.4]octan-7-yl]-3,4-dihydro-1H-isoquinoline-6-carbohydroxamic acid